NCC1(CN(C1)C1=C(C=NC2=CC=C(C=C12)C=1C(=C(C#N)C=C(C1)F)O)C1=CC(=CC(=C1)C)Cl)C 3-{4-[3-(aminomethyl)-3-methylazetidin-1-yl]-3-(3-chloro-5-methylphenyl)quinolin-6-yl}-5-fluoro-2-hydroxybenzonitrile